5-(2-naphthyl)-1-phenyl-3-difluoromethyl-1H-pyrazole-4-nitrile C1=C(C=CC2=CC=CC=C12)C1=C(C(=NN1C1=CC=CC=C1)C(F)F)C#N